FC1=C(C=C(C=C1)CCCCC)C(CC=1OC(=NN1)C)O 1-(2-fluoro-5-pentyl-phenyl)-2-(5-methyl-1,3,4-oxadiazol-2-yl)ethanol